OC1CCN(CC1)C(=O)[O-] 4-hydroxypiperidineAt